C1(CC1)N1N=CC(=C1)[C@@H]1CN(C[C@@H](O1)C(F)F)C1=NC2=NC(=C(N=C2C(=N1)C1=C(C=C(C=C1)C(F)(F)F)F)C)C (2R,6R)-2-(1-cyclopropylpyrazol-4-yl)-6-(difluoromethyl)-4-[4-[2-fluoro-4-(trifluoromethyl)phenyl]-6,7-dimethyl-pteridin-2-yl]morpholine